CC(CCC(C=1N=NNN1)NC1=NC=NC2=CC(=CC=C12)C)(C)C [4,4-dimethyl-1-(2H-tetraazol-5-yl)pentyl](7-methyl-4-quinazolinyl)amine